N-((2S,3S)-2-(3-bromobenzyl)-1-(cyclobutylcarbonyl)pyrrolidin-3-yl)methanesulfonamide BrC=1C=C(C[C@@H]2N(CC[C@@H]2NS(=O)(=O)C)C(=O)C2CCC2)C=CC1